tert-Butyl 4-[(6-hydroxy-3-pyridyl)oxy]piperidine-1-carboxylate OC1=CC=C(C=N1)OC1CCN(CC1)C(=O)OC(C)(C)C